FC1=CC=C2C(=CC=NC2=C1)N1CCN(CC1)C(=O)[C@H]1CN(CC1)S(=O)(=O)C1=CC=C(C=C1)NC(C)=O (R)-N-(4-((3-(4-(7-fluoroquinolin-4-yl)piperazin-1-carbonyl)pyrrolidin-1-yl)sulfonyl)phenyl)acetamide